C(C)OC(CNC([C@@H](NC(=O)OC(C)(C)C)CS)=O)=O N-Boc-L-cysteinyl-glycine ethyl ester